CCN1C[C@@]2(CC[C@@H]([C@@]34[C@@H]2[C@@H]([C@@](C31)([C@]5(C[C@@H]([C@H]6C[C@@H]4[C@@H]5C6=O)OC)O)O)OC)OC)COC(=O)C7=CC=CC=C7N8C(=O)C[C@@H](C8=O)C The molecule is a diterpene alkaloid that is a phytotoxin produced by several Delphinium species. It has a role as a phytotoxin. It is a pyrrolidinone, a dicarboximide, a diterpene alkaloid, an organic heteropolycyclic compound, an ether, a tertiary alcohol, a tertiary amino compound and a benzoate ester. It derives from a hydride of an aconitane.